2-{[(3R)-3-{2-[(4-chloro-2-fluorophenoxy)methyl]pyridin-4-yl}pyrrolidin-1-yl]methyl}-1-{[1-(cyanomethyl)cyclopropyl]methyl}-1H-1,3-benzodiazole-6-carboxylic acid ClC1=CC(=C(OCC2=NC=CC(=C2)[C@@H]2CN(CC2)CC2=NC3=C(N2CC2(CC2)CC#N)C=C(C=C3)C(=O)O)C=C1)F